N-(2-((2-(dimethylamino)ethyl)(methyl)amino)-4-methoxy-5-((8-methyl-7-oxo-6-(pyridin-2-yl)-7,8-dihydropyrido[2,3-d]pyrimidin-2-yl)amino)phenyl)acrylamide CN(CCN(C1=C(C=C(C(=C1)OC)NC=1N=CC2=C(N1)N(C(C(=C2)C2=NC=CC=C2)=O)C)NC(C=C)=O)C)C